S1C=NC2=C1C=CC(=C2)NC2=C1C(=NC=C2)SC(=C1)C1C(N(CCC1)C(C)=O)C 1-(3-(4-(benzo[d]thiazol-5-ylamino)thieno[2,3-b]pyridin-2-yl)-2-methylpiperidin-1-yl)ethan-1-one